(1R,2S,5S)-3-{imidazo[1,2-a]pyrazine-2-carbonyl}-6,6-dimethyl-3-azabicyclo[3.1.0]hexane-2-carboxylic acid N=1C(=CN2C1C=NC=C2)C(=O)N2[C@@H]([C@H]1C([C@H]1C2)(C)C)C(=O)O